2-fluoro-5-formylbenzoic acid FC1=C(C(=O)O)C=C(C=C1)C=O